NC1=NC=2C=CC(=CC2C2=C1SC=C2)C(=O)N(CC2=NC=C(C=C2)C(F)(F)F)CC2=NC=CC=N2 4-amino-N-(2-pyrimidinylmethyl)-N-((5-(trifluoromethyl)-2-pyridinyl)methyl)thieno[2,3-c]quinoline-8-carboxamide